C(#N)C1=CC(=C(COC2=CC(=CC(=N2)N2CCN(CC2)[C@@H](C)C2=NC=3C(=NC(=CC3)C(=O)OC)N2C[C@H]2OCC2)C(F)(F)F)C=C1)F methyl 2-((S)-1-(4-(6-((4-cyano-2-fluorobenzyl) oxy)-4-(trifluoromethyl) pyridin-2-yl) piperazin-1-yl) ethyl)-3-(((S)-oxetan-2-yl) methyl)-3H-imidazo[4,5-b]pyridine-5-carboxylate